6-((3S,4S)-4-Amino-3-methyl-2-oxa-8-aza-spiro[4.5]dec-8-yl)-2,5-dimethyl-3-naphthalen-2-yl-3H-pyrimidin-4-one N[C@@H]1[C@@H](OCC12CCN(CC2)C2=C(C(N(C(=N2)C)C2=CC1=CC=CC=C1C=C2)=O)C)C